C(#N)C=1C=C(C=CC1)C=1N=C(SC1C1=CC(=NC(=C1)C)C)NC(=O)N1C[C@@H](N[C@@H](C1)C)C |r| rac-(3S,5R)-N-[4-(3-cyanophenyl)-5-(2,6-dimethyl-4-pyridyl)thiazol-2-yl]-3,5-dimethylpiperazine-1-carboxamide